α-methylphenylacetaldehyde CC(C=O)C1=CC=CC=C1